ClCCCC(=O)NC=1C=CC(=C(C(=O)OC)C1)OCC Methyl 5-(4-chlorobutyrylamino)-2-ethoxybenzoate